1-(4-fluoro-2-methylphenyl)-3-(2-methyl-6-oxo-1,6-dihydropyridin-3-yl)-7-(tri-fluoromethyl)-2,3-dihydropyrimido-[4,5-d]pyrimidin-4(1H)-one FC1=CC(=C(C=C1)N1CN(C(C=2C1=NC(=NC2)C(F)(F)F)=O)C2=C(NC(C=C2)=O)C)C